(2S)-Cyclopentylmethyl 2-(((4-formyl-5-hydroxy-6-methylpyridin-3-yl)methoxy)(phenoxy)phosphorylamino)propanoate C(=O)C1=C(C=NC(=C1O)C)COC1=C(OP(=O)=N[C@H](C(=O)OCC2CCCC2)C)C=CC=C1